2-(2-methoxyphenyl)ethan-1-ol ((2-(((4-(dimethylamino)butanoyl)oxy)methyl)-1,4-phenylene)bis(oxy))bis(octane-8,1-diyl)bis(decanoate) CN(CCCC(=O)OCC1=C(C=CC(=C1)OCCCCCCCCCCCCCCCCCC(=O)O)OCCCCCCCCCCCCCCCCCC(=O)O)C.COC1=C(C=CC=C1)CCO